C(CCCCCCC)(=O)[O-].C(CCCCCCC)(=O)[O-].C(CCCCCCC)(=O)[O-].C(CCC)[Sn+3] butyl-tin tri(caprylate)